N[C@H](CC=1C=C2C(=NC(=NN2C1Br)Cl)NCC=1SC(=CC1)F)[C@H](C)F 6-((2R,3S)-2-amino-3-fluorobutyl)-7-bromo-2-chloro-N-((5-fluorothiophen-2-yl)methyl)pyrrolo[2,1-f][1,2,4]triazin-4-amine